1,3-dihydrobenzothiophene S1CCC2=C1C=CC=C2